tert-butyl 3-(4-chloro-7,7-dimethyl-5-oxo-5,7-dihydroindolo[1,2-a]quinazolin-10-yl)-8-azabicyclo[3.2.1]octane-8-carboxylate ClC=1C=2C(N=C3N(C2C=CC1)C1=CC(=CC=C1C3(C)C)C3CC1CCC(C3)N1C(=O)OC(C)(C)C)=O